3-((2-((4-(1-(4-(5,7-dimethoxy-4-oxo-3,4-dihydroquinazolin-2-yl)phenyl)piperidin-4-yl)piperazin-1-yl)methyl)phenyl)amino)piperidine-2,6-dione COC1=C2C(NC(=NC2=CC(=C1)OC)C1=CC=C(C=C1)N1CCC(CC1)N1CCN(CC1)CC1=C(C=CC=C1)NC1C(NC(CC1)=O)=O)=O